1-(4-isopropoxy-3-nitrophenyl)-2-(2H-1,2,3-triazol-2-yl)ethan-1-one C(C)(C)OC1=C(C=C(C=C1)C(CN1N=CC=N1)=O)[N+](=O)[O-]